N1(C=NC2=C1C=CC=C2)C=2N=C(C1=C(N2)C(=CS1)C1=CC=NC=C1)N1[C@@H](COCC1)C (R)-4-(2-(1H-benzo[d]imidazol-1-yl)-7-(pyridin-4-yl)thieno[3,2-d]pyrimidin-4-yl)-3-methylmorpholine